2,4-bistrichloromethyl-6-[2-(furan-2-yl)vinyl]-1,3,5-triazine ClC(C1=NC(=NC(=N1)C(Cl)(Cl)Cl)C=CC=1OC=CC1)(Cl)Cl